C(C)(C)(C)NC(C(C)N(C1=CC=CC=C1)C=1C2=C(N=C(N1)Cl)CCC2)=O N-tert-butyl-2-({2-chloro-5H,6H,7H-cyclopenta[d]pyrimidin-4-yl}(phenyl)amino)propanamide